4-(2-fluoro-5-methoxy-4-methylbenzene-1-carbonyl)-10,10-dimethyl-9-oxo-1-oxa-4-azaspiro[5.5]undec-7-ene-8-carbonitrile FC1=C(C=C(C(=C1)C)OC)C(=O)N1CCOC2(C1)C=C(C(C(C2)(C)C)=O)C#N